CN1N=C(C=C1)C=1C=C(C=CC1NCCS(=O)(=O)N)C1=CC=CC=C1 2-((3-(1-methyl-1H-pyrazol-3-yl)-[1,1'-biphenyl]-4-yl)amino)ethane-1-sulfonamide